C[Sn](CCCC)C Bis(methyl)butyl-tin